oxocyclododecane O=C1CCCCCCCCCCC1